1-(5-(2,3-dichlorophenyl)-4-methoxy-6-methylpyrimidin-2-yl)-4-methylpiperidine-4-amine ClC1=C(C=CC=C1Cl)C=1C(=NC(=NC1C)N1CCC(CC1)(N)C)OC